N1(CCCC1)C1=NC2=CC=C(C=C2C=N1)C=C 2-(Pyrrolidin-1-yl)-6-vinylquinazoline